N-(3,3-difluorocyclobutyl)-5-[[(3,4-dimethylpyrimidino[4',5':4,5]thieno[2,3-c]pyridazin-8-yl)amino]methyl]-2-fluoro-benzamide FC1(CC(C1)NC(C1=C(C=CC(=C1)CNC1=NC=NC2=C1SC=1N=NC(=C(C12)C)C)F)=O)F